[Br-].FC=1C=C(C[Zn+])C=C(C1)F (3,5-difluorobenzyl)zinc bromide